(7S,10S)-13-Benzyl-7-(((tert-butyldiphenylsilyl)oxy)methyl)-10-isobutyl-2,8,11-triazaspiro[4.14]nonadec-17-ene-1,9,12-trione C(C1=CC=CC=C1)C1C(N[C@H](C(N[C@@H](CC2(CCNC2=O)CC=CCCC1)CO[Si](C1=CC=CC=C1)(C1=CC=CC=C1)C(C)(C)C)=O)CC(C)C)=O